O=C(CP([O-])([O-])=O)CC.[Na+].[Na+].C(C1=CC=CC=C1)(=O)N1CCN(C2=CC=CC=C12)C(CN1CCCCC1)=O 1-(4-benzoyl-3,4-dihydroquinoxalin-1(2H)-yl)-2-(piperidin-1-yl)ethan-1-one Disodium (2-oxobutyl)phosphonate